C(C)(C)(C)P(C1=CC2=CC=CC=C2C=C1)C(C)(C)C di-(tert-butyl)(2-naphthyl)phosphine